[(1-Cyano-4-hydroxy-5-phenoxy-isoquinoline-3-carbonyl)-amino]-acetic acid C(#N)C1=NC(=C(C2=C(C=CC=C12)OC1=CC=CC=C1)O)C(=O)NCC(=O)O